(4-methyl-m-phenylene)bismaleimide CC1=C(C=C(C=C1)C=1C(=O)NC(C1)=O)C=1C(=O)NC(C1)=O